C(C)OC(C1=CC=C(C=C1)[C@@H](CC(C)C)O)=O (R)-4-(1-hydroxy-3-methylbutyl)benzoic acid ethyl ester